C(C)(C)[C@H]1CC[C@H](CC1)N1CCC(CC1)N1C=CC2=CC=CC=C12 1-(1-(cis-4-isopropylcyclohexyl)piperidin-4-yl)-1H-indole